4-(4-amino-2-methylphenyl)-3-(3-methoxy-4-(3-methylbutanoylamino)phenyl)-5-methyl-1H-pyrrole-2-carboxamide NC1=CC(=C(C=C1)C=1C(=C(NC1C)C(=O)N)C1=CC(=C(C=C1)NC(CC(C)C)=O)OC)C